N-(3-phenyl-2-(mercaptomethyl)-propionyl)-(S)-4-(methylmercapto)-methionine C1(=CC=CC=C1)CC(C(=O)N[C@@H](CC(SC)SC)C(=O)O)CS